diazolidinyl-imidazole N1(NCCC1)C=1NC=CN1